2-methyl-5-(piperidin-4-yloxy)-2H-indazole CN1N=C2C=CC(=CC2=C1)OC1CCNCC1